C1(C(C=CC=C1)C)(C)C(=O)[O-] xylenoate